COC1=C(CC(N)C)C=CC2=C1OCO2 2-methoxy-3,4-methylendioxyamphetamine